O[C@@H]1[C@H](C2=CC=CC=C2C1)NC=1NC(/C(/N1)=C/C1=CC2=C(N=CN2C)C=C1)=O (4Z)-2-[[(1S,2S)-2-Hydroxyindan-1-yl]amino]-4-[(3-methylbenzimidazol-5-yl)methylene]-1H-imidazol-5-one